S1C(=CC=C1)C=1SC=C(N1)[C@H](CC1=CC=C(C=C1)NS(=O)(=O)O)NS(=O)(=O)CC(F)(F)F 4-{(S)-2-[2-(thiophen-2-yl)thiazol-4-yl]-2-(2,2,2-trifluoroethylsulfonamido)-ethyl}phenylaminosulfonic acid